O1C2=C(OCC1)C=C(C=C2)C2=C(C#N)C(=CC=C2)N2CCC(CC2)NC2CCOCC2 2-(2,3-dihydrobenzo[b][1,4]dioxin-6-yl)-6-(4-(tetrahydro-2H-pyran-4-ylamino)piperidin-1-yl)benzonitrile